C(C)(=O)N[C@H](C)C1=CC=C(C=C1)NC1=NC=NC2=CC(=C(C=C12)OCCCN(CCCC)CCCC)OC (R)-4-[4-(1-acetamido-ethyl)phenylamino]-7-methoxy-6-(3-(dibutylamino)propoxy)quinazoline